N-(1-(2-Methylpyridin-4-yl)-1H-pyrazol-4-yl)-2-(1H-pyrazol-4-yl)thiazole CC1=NC=CC(=C1)N1N=CC(=C1)N1C(SC=C1)C=1C=NNC1